C1(=CC=CC=C1)C1=NOC(=C1)C(=O)NCC1OCCC1 3-phenyl-N-((tetrahydrofuran-2-yl)methyl)isoxazole-5-carboxamide